FC1=C(C=C(C=C1)F)N1CC=C2N1C(=CC=N2)C2=CC=C(C=C2)F N-(2,5-difluorophenyl)-7-(4-fluorophenyl)pyrazolo[1,5-a]pyrimidine